(3-Fluoropyrrolidin-1-yl)(1H-imidazol-1-yl)methanone FC1CN(CC1)C(=O)N1C=NC=C1